Methyl-(5RS)-2-(4-methylbenzyl)-3-oxo-2,3,5,6,7,8-hexahydro[1,2,4]triazolo[4,3-a]pyridine-5-carboxylate COC(=O)[C@H]1CCCC=2N1C(N(N2)CC2=CC=C(C=C2)C)=O |r|